2-[(13S)-13-methyl-4-[[2-(trimethylsilyl)ethoxy]methyl]-14-oxa-2,4,10-triazatricyclo[7.5.0.0^3,7]tetradeca-1(9),2,5,7-tetraen-10-yl]benzoic acid C[C@H]1CCN(C=2C=C3C=CN(C3=NC2O1)COCC[Si](C)(C)C)C1=C(C(=O)O)C=CC=C1